1-[1-(dimethoxymethylsilyl)ethyl]-3-[2-(dimethoxymethylsilyl)ethyl]benzene COC(OC)[SiH2]C(C)C1=CC(=CC=C1)CC[SiH2]C(OC)OC